C1(CC1)C1=C(C2=C(N=C(N=C2)NC2=CC=C(C=C2)N2CCC3(CC2)CCN(CC3)C)N1C1=CC=CC(=N1)N=S(=O)(C)C)F ((6-(6-cyclopropyl-5-fluoro-2-((4-(9-methyl-3,9-diazaspiro(5.5)undecan-3-yl)phenyl)amino)-7H-pyrrolo[2,3-d]pyrimidin-7-yl)pyridin-2-yl)imino)dimethyl-λ6-sulfanone